N1N=NN=C1[C@@H]1C[C@H]2N(C=3C=CC=CC3N(C2)C2=CC=C(C=C2)C(F)(F)F)CC1 (6aR,8S)-8-(1H-tetrazol-5-yl)-5-(4-(trifluoromethyl)phenyl)-6,6a,7,8,9,10-hexahydro-5H-pyrido[1,2-a]quinoxaline